2-(6-(((1r,3s,5s)-1,5-dimethyl-9-azabicyclo[3.3.1]non-3-yl)oxy)pyridazin-3-yl)-5-(1H-pyrazol-4-yl)phenol C[C@]12CC(C[C@](CCC1)(N2)C)OC2=CC=C(N=N2)C2=C(C=C(C=C2)C=2C=NNC2)O